5-chloro-7-methyl-3-(pyridin-4-yl)thieno[3,2-b]pyridine ClC1=CC(=C2C(=N1)C(=CS2)C2=CC=NC=C2)C